FC=1C=C(C=C(C1)C1(CC(C1)C)C1=NN=CN1C)N1CC2=C(C=C(C=C2C1=O)C=O)C(F)(F)F 2-(3-fluoro-5-(3-methyl-1-(4-methyl-4H-1,2,4-triazol-3-yl)cyclobutyl)phenyl)-3-oxo-7-(trifluoromethyl)isoindoline-5-carbaldehyde